5-cyclopropyl-1-(1-(4-methoxybenzyl)-2-oxo-1,2-dihydrobenzo[cd]indol-6-yl)-1H-pyrazole-4-carboxylic acid C1(CC1)C1=C(C=NN1C=1C=2C3=C(C(N(C3=CC1)CC1=CC=C(C=C1)OC)=O)C=CC2)C(=O)O